(S)-(3-chloro-2,6-difluorophenyl)(4-fluoro-bicyclo[2.2.1]hept-1-yl)methylamine ClC=1C(=C(C(=CC1)F)NCC12CCC(CC1)(C2)F)F